C(C)(C)(C)OC(=O)N1CCC(=CC1)C=1C=C(SC1)C(=O)NC1=CC(=C(C=C1)C=1CCN(CC1)C(=O)OC(C)(C)C)OC tert-butyl 4-[4-(4-{1-[(tert-butoxy)carbonyl]-1,2,3,6-tetrahydropyridin-4-yl}thiophene-2-amido)-2-methoxyphenyl]-1,2,3,6-tetrahydropyridine-1-carboxylate